BrC1=CN(C2=NC=C(C=C21)C(=O)NC(COC(C2=C(C=CC=C2)C)=O)(C)C)C.OCCNCCC[Si](OCC)(OCC)OCC gamma-(2-hydroxyethyl)aminopropyltriethoxysilane 2-(3-bromo-1-methyl-1H-pyrrolo[2,3-b]pyridine-5-carboxamido)-2-methylpropyl-2-methylbenzoate